tert-butyl 3-(1-hydroxypropan-2-yl)pyrrolidine-1-carboxylate OCC(C)C1CN(CC1)C(=O)OC(C)(C)C